(S)-5-(6-(1-Cyclopropyl-1H-pyrazol-4-yl)-5-((tetrahydrofuran-3-yl)oxy)pyrazolo[1,5-a]pyrimidin-3-yl)-N-methylnicotinamide C1(CC1)N1N=CC(=C1)C=1C(=NC=2N(C1)N=CC2C=2C=NC=C(C(=O)NC)C2)O[C@@H]2COCC2